s-nonanol C(C)(CCCCCCC)O